N-(3-((6-(4-((4,4-difluoropiperidin-1-yl)methyl)phenyl)-7H-pyrrolo[2,3-d]pyrimidin-4-yl)oxy)phenyl)but-2-ynylamide FC1(CCN(CC1)CC1=CC=C(C=C1)C1=CC2=C(N=CN=C2OC=2C=C(C=CC2)CC#CC[NH-])N1)F